C(C)(C)N1C(=NN=C1)C=1C=C(C=CC1)N1N=CC2=CC(=C(C=C2C1=O)NC=O)C N-(3-(3-(4-isopropyl-4H-1,2,4-triazol-3-yl)phenyl)-7-methyl-4-oxo-3,4-dihydro-phthalazin-6-yl)carboxamide